FC1=C(C=CC(=C1F)N(C(C)C)C)S(=O)(=O)N 2,3-Difluoro-4-[methyl(propan-2-yl)amino]benzene-1-sulfonamide